methyl 5-oxo-7,8-dihydro-6H-quinoline-2-carboxylate O=C1C=2C=CC(=NC2CCC1)C(=O)OC